C1(CCC(CC1)C(C)C)C p-menthan